C(C)OCCC=O 3-ETHOXYPROPIONALDEHYDE